O=C1OC(CC1C1C=CC(C(C1)C(=O)O)C(=O)O)=O 5-(2,5-dioxotetrahydrofuranyl)-3-cyclohexene-1,2-dicarboxylic acid